FC=1C=CC(=C(C1)CC(=O)OC(C)(C)C)NC(C1=CC(=C(C=C1)N1CCCCC1)NC(=O)C1=NN(C=2C1=NC=CC2)CC(F)(F)F)=O tert-butyl 2-(5-fluoro-2-(4-(piperidin-1-yl)-3-(1-(2,2,2-trifluoroethyl)-1H-pyrazolo[4,3-b]pyridine-3-carboxamido) benzamido) phenyl)acetate